C[C@@H]1CN(C[C@@H](O1)CN1CCNCC1)C1=CC=NC2=NC=CN=C21 (2R,6S)-2-methyl-6-(piperazin-1-ylmethyl)-4-[pyrido[2,3-b]pyrazin-8-yl]morpholine